C(N)(=N)C=1C=C(SC1)CNC(=O)[C@H]1N(C(CC1)=O)C(CNC(C1=CC=C(C=C1)OC1=CC=CC=C1)=O)=O (S)-N-((4-carbamimidoylthiophen-2-yl)methyl)-5-oxo-1-((4-phenoxybenzoyl)glycyl)-pyrrolidine-2-carboxamide